N=1N=CN2C1C=CC(=C2)C(C(=O)N)N2C(C1=CC=C(C=C1C(=N2)N(C)C)C(F)(F)F)=O ([1,2,4]triazolo[4,3-a]pyridin-6-yl)-2-(4-(dimethylamino)-1-oxo-6-(trifluoromethyl)phthalazin-2(1H)-yl)acetamide